4-(difluoromethyl)-6-methoxynicotinic acid FC(C1=CC(=NC=C1C(=O)O)OC)F